[Sn].[In].[Zn].NC=1C=CC(=C(C(=O)NC(CCOC)C2=CC=CC3=CC=CC=C23)C1)C 5-Amino-N-(3-methoxy-1-(naphthalen-1-yl)propyl)-2-methylbenzamide zinc indium tin